4-piperidinylbenzene N1(CCCCC1)C1=CC=CC=C1